ClC=1C=CC2=C(CC(CC=3N2C(=NN3)[C@@H]3CC[C@H](CC3)OC3=NC=CC=C3)OCCO)C1 2-({8-chloro-1-[trans-4-(pyridin-2-yloxy)cyclohexyl]-5,6-dihydro-4H-[1,2,4]triazolo[4,3-a][1]benzazepin-5-yl}oxy)ethanol